5-((2S,3R,4S,5R)-3,4-dihydroxy-5-(hydroxymethyl)tetrahydrofuran-2-yl)-1-(piperidin-4-yl)pyrimidine O[C@H]1[C@@H](O[C@@H]([C@H]1O)CO)C=1C=NCN(C1)C1CCNCC1